COC=1C=C2CCN3[C@@H](C2=CC1OC)C[C@H]([C@@H](C3)CC(C)C)COC(C(CC(=O)O)(C)C)=O 4-{[(2R,3S,11bR)-9,10-dimethoxy-3-(2-methylpropyl)-1H,2H,3H,4H,6H,7H,11bH-pyrido[2,1-a]isoquinolin-2-yl]methoxy}-3,3-dimethyl-4-oxobutanoic acid